FC1=C(C2=C(C(=C(C(=C2C(=C1F)F)F)F)F)F)[B-](C1=C(C(=C(C2=C(C(=C(C(=C12)F)F)F)F)F)F)F)(C1=C(C(=C(C2=C(C(=C(C(=C12)F)F)F)F)F)F)F)C1=C(C(=C(C2=C(C(=C(C(=C12)F)F)F)F)F)F)F.C(C)[SiH](CC)CC Triethylsilane tetrakis(perfluoronaphthyl)borate